N-(2,2,2-trifluoro-1-(4-fluorophenyl)ethyl)morpholine-4-sulfonamide FC(C(C1=CC=C(C=C1)F)NS(=O)(=O)N1CCOCC1)(F)F